ethyl-acrylic acid 3-bicyclo[3.2.1]Octyl ester C12CC(CC(CC1)C2)OC(C(=C)CC)=O